BrC(C(OCC)OCC)C 2-bromo-1,1-diethoxy-propane